C(C=C)OC1=CC=C(C=C1)C1=NN(C2=CC(=CC=C12)COC1=CC=C(C=C1)C(CC(=O)O)C)C1CCCC1 3-(4-((3-(4-(allyloxy)phenyl)-1-cyclopentyl-1H-indazol-6-yl)methoxy)phenyl)butanoic acid